trimethyl-((3,4,5-trimethoxyphenyl)ethynyl)silane C[Si](C#CC1=CC(=C(C(=C1)OC)OC)OC)(C)C